1,3,3-trinitroazetidine [N+](=O)([O-])N1CC(C1)([N+](=O)[O-])[N+](=O)[O-]